(S)-methyl 2-(2-cyanoacetylamino)-3-hydroxypropionate C(#N)CC(=O)N[C@H](C(=O)OC)CO